(6-bromo-9-(cyclopropylsulfonyl)-2,3,4,9-tetrahydro-1H-pyrido[3,4-b]indol-4-yl)propan-2-ol BrC=1C=C2C3=C(N(C2=CC1)S(=O)(=O)C1CC1)CNCC3CC(C)O